4-(2-bromo-5-fluorobenzyl)-6-methyl-3-(methylsulfanyl)-1,2,4-triazin-5(4H)-one BrC1=C(CN2C(=NN=C(C2=O)C)SC)C=C(C=C1)F